4-(4-Isobutyl-piperazin-1-yl)-N-[4-methyl-3-(4-pyridin-3-yl-pyrimidin-2-ylamino)-phenyl]-benzamide C(C(C)C)N1CCN(CC1)C1=CC=C(C(=O)NC2=CC(=C(C=C2)C)NC2=NC=CC(=N2)C=2C=NC=CC2)C=C1